N1C=C(C2=CC=CC=C12)C=1NC(\C(\C1)=C/1\C(NC2=CC=CC=C12)=O)=O 3-[(4E)-2-(1H-indol-3-yl)-5-oxo-2-pyrrolin-4-ylidene]indol-2-one